4-((1-((1H-indol-6-yl)sulfonyl)azetidin-3-yl)amino)phenol N1C=CC2=CC=C(C=C12)S(=O)(=O)N1CC(C1)NC1=CC=C(C=C1)O